methyl N-cyclopentyl-N-(5-(4-(methylcarbamoyl)phenyl)-4-phenylthiazole-2-carbonyl)glycinate C1(CCCC1)N(CC(=O)OC)C(=O)C=1SC(=C(N1)C1=CC=CC=C1)C1=CC=C(C=C1)C(NC)=O